C(C)(C)(C)OC(N(C)CC1=CN(C(=C1)C1=C(C=CC=C1)F)S(=O)(=O)C=1C=NC=CC1)=O ((5-(2-fluorophenyl)-1-(pyridin-3-ylsulfonyl)-1H-pyrrol-3-yl)methyl)(methyl)carbamic acid tert-butyl ester